NC1=CC=C(C(=C1C1=CC(N2[C@@H](CCC2C1)C(=O)OC)=O)F)Cl methyl (3S)-7-(6-amino-3-chloro-2-fluorophenyl)-5-oxo-1,2,3,5,8,8a-hexahydroindolizine-3-carboxylate